F[C@H]1[C@@H]2CCC(C[C@H]1N(C=1N=CC(=NC1)C1=C(C=C(C=C1)[C@H]1COCC1)O)C)N2 2-(5-{[(1S,2S,3R)-2-fluoro-8-azabicyclo[3.2.1]octan-3-yl](methyl)amino}pyrazin-2-yl)-5-[(3S)-oxolan-3-yl]phenol